N-(4-([1,2,4]triazolo[4,3-b]pyridazin-8-yl)-2-methylbenzyl)-5-(tert-butyl)-1,2,4-oxadiazole-3-carboxamide N=1N=CN2N=CC=C(C21)C2=CC(=C(CNC(=O)C1=NOC(=N1)C(C)(C)C)C=C2)C